tertiary butyl-cresol C(C)(C)(C)C1=C(C(=CC=C1)O)C